4-[3-(2-Methoxyethoxy)-4-{[2-(trifluoromethyl)phenyl]methoxy}phenyl]-2H,4H,5H,6H,7H-pyrazolo[3,4-b]pyridin-6-one COCCOC=1C=C(C=CC1OCC1=C(C=CC=C1)C(F)(F)F)C1C=2C(NC(C1)=O)=NNC2